N1N=CC2=C(C=CC=C12)C1=NC(=NC(=N1)C=1SC(=C(C1)C)CN1CCOCC1)N1CCOCC1 4-(4-(1H-indazol-4-yl)-6-(4-methyl-5-(morpholinomethyl)thiophen-2-yl)-1,3,5-triazin-2-yl)morpholine